C(C(C)C)(=O)OC=1C2=CC=CC=C2C(=C2C=CC=CC12)OC(C(C)C)=O 9,10-bis(isobutyryloxy)anthracene